1-((2S,3R,4R)-4-amino-2-cyclopropyl-6-(1-(2-methoxyethyl)-1H-pyrazol-4-yl)-3-methyl-3,4-dihydroquinolin-1(2H)-yl)ethanone N[C@@H]1[C@H]([C@@H](N(C2=CC=C(C=C12)C=1C=NN(C1)CCOC)C(C)=O)C1CC1)C